ClC1=CC=C(C=C1)[C@H]1CC[C@H]2N(CCN(C2)C(=O)C2=C(C(=CC=C2)C)F)C1 [(7R,9aR)-7-(4-chlorophenyl)-1,3,4,6,7,8,9,9a-octahydropyrido[1,2-a]pyrazin-2-yl]-(2-fluoro-3-methylphenyl)methanone